N-((4'-(Dimethylamino)-[1,1'-biphenyl]-4-yl)methyl)-N-(3-((oxazol-2-ylmethyl)amino)phenyl)cyclohexanecarboxamide CN(C1=CC=C(C=C1)C1=CC=C(C=C1)CN(C(=O)C1CCCCC1)C1=CC(=CC=C1)NCC=1OC=CN1)C